C(=O)C=1C=C(C2=C(N=C(O2)C2=C(C(=CC=C2)C2=C3C=NN(C3=CC=C2)C2=CC(=C(C(=C2)OC)CN2CC(C2)O)OC)C)C1)C#N 5-formyl-2-(3-(1-(4-((3-hydroxyazetidin-1-yl)methyl)-3,5-dimethoxyphenyl)-1H-indazol-4-yl)-2-methylphenyl)benzo[d]oxazole-7-carbonitrile